bis(diisopropylamino-amino)(2-cyanoethoxy)phosphine C(C)(C)N(C(C)C)NP(OCCC#N)NN(C(C)C)C(C)C